1-chlorohexane ClCCCCCC